FC1(O[C@H]([C@H](N(C1)C(=O)C1=NN(C(=C1C1=NC=C(C=C1)OC)C)C)CNC1=NC=C(C=C1)C(F)(F)F)C)F ((5R,6S)-2,2-Difluoro-6-methyl-5-(((5-(trifluoromethyl)pyridin-2-yl)amino)methyl)morpholino)(4-(5-methoxypyridin-2-yl)-1,5-dimethyl-1H-pyrazol-3-yl)methanone